(E)-2-(hex-1-en-5-yn-1-yl)pyridine C(=C\CCC#C)/C1=NC=CC=C1